methyl 2-(3-aminoprop-1-yn-1-yl)-4-(4-(5-((3aS,4S,6aR)-2-oxohexahydro-1H-thieno[3,4-d]imidazol-4-yl)pentanamido)butanamido)benzoate hydrochloride Cl.NCC#CC1=C(C(=O)OC)C=CC(=C1)NC(CCCNC(CCCC[C@@H]1SC[C@@H]2NC(N[C@@H]21)=O)=O)=O